O1SNC=CC2=C1C=CC(=C2)C(=O)N benzoxathiazepine-7-carboxamide